S(F)(F)(F)(F)(F)F sulphur hexafluoride